CC1([C@H]2CN([C@@H]([C@@H]12)C(=O)O)C([C@@H](NS(=O)(=O)C(F)(F)F)C(C)(C)C)=O)C (1R,2S,5S)-6,6-dimethyl-3-{3-methyl-N-[(trifluoromethyl)sulfonyl]-L-valyl}-3-azabicyclo[3.1.0]hexane-2-carboxylic acid